COC[C@@H](CO[C@@H]1C(N(CC1)C1CCN(CC1)C1=NC=C(C=N1)C(F)(F)F)=O)OC1=C(C(NN=C1)=O)C(F)(F)F 5-(((S)-1-methoxy-3-(((S)-2-oxo-1-(1-(5-(trifluoromethyl)pyrimidin-2-yl)piperidin-4-yl)pyrrolidin-3-yl)oxy)propan-2-yl)oxy)-4-(trifluoromethyl)pyridazin-3(2H)-one